C1(=CC=CC=C1)C1=NC(=CC(=N1)C1=CC=C(C=C1)C1=C(C(=NC(=C1N1C=2C=CC=CC2C=2C3=C(C=CC12)C=CC=C3)N3C=1C=CC=CC1C=1C2=C(C=CC31)C=CC=C2)N2C=3C=CC=CC3C=3C1=C(C=CC23)C=CC=C1)N1C=2C=CC=CC2C=2C3=C(C=CC12)C=CC=C3)C3=CC=CC=C3 7,7',7'',7'''-(4-(4-(2,6-diphenylpyrimidin-4-yl)phenyl)pyridine-2,3,5,6-tetrayl)tetrakis(7H-benzo[c]carbazole)